COC=1C=C(C(=O)N2CC(NC3=CC(=CC=C23)C(C)=O)=O)C=C(C1)C1=CSC=C1 4-(3-methoxy-5-(thiophen-3-yl)benzoyl)-7-acetyl-3,4-dihydroquinoxalin-2(1H)-one